methyl (S)-2-(2-(2-(2-(3-(tert-butoxy)-2-((tert-butoxycarbonyl)amino)-3-oxopropyl)thiazol-4-yl)oxazol-4-yl)thiazol-4-yl)oxazole-4-carboxylate C(C)(C)(C)OC([C@H](CC=1SC=C(N1)C=1OC=C(N1)C=1SC=C(N1)C=1OC=C(N1)C(=O)OC)NC(=O)OC(C)(C)C)=O